6-((3S,4R)-3-aminotetrahydro-2H-pyran-4-yl)-7-bromo-2-chloro-N-(furan-2-ylmethyl)thieno[3,2-d]pyrimidin-4-amine N[C@@H]1COCC[C@H]1C1=C(C=2N=C(N=C(C2S1)NCC=1OC=CC1)Cl)Br